P(O)(=O)(OP(=O)(O)OP(=O)(O)O)OC[C@@H]1[C@H](C[C@@](O1)(N1C(=O)NC(=O)C=C1)N=[N+]=[N-])O azido-2'-deoxyuridine-5'-triphosphate